C(C)OC1=NC=CC=C1C=1C=C(C2=C(N1)N(N=C2C(C)C)C)NCC2=CC(=NC=C2)OC 6-(2-ethoxy-3-pyridinyl)-3-isopropyl-N-[(2-methoxy-4-pyridinyl)methyl]-1-methyl-pyrazolo[3,4-b]pyridin-4-amine